lithium 2-(2-(5-fluoropyridin-2-yl)-6,6-dimethyl-6,7-dihydro-4H-pyrazolo[5,1-c][1,4]oxazin-3-yl)-2-hydroxy-4,4,5,5-tetramethyl-1,3,2-dioxaborolan-2-uide FC=1C=CC(=NC1)C1=NN2C(COC(C2)(C)C)=C1[B-]1(OC(C(O1)(C)C)(C)C)O.[Li+]